FC(C1=CC=2OCCC3N(C2N=C1)CCCC3)(F)F 3-(trifluoromethyl)-7,7a,8,9,10,11-hexahydro-6H-dipyrido[3,2-b:1',2'-d][1,4]oxazepin